Fmoc-4-(3-pyridyl)-D-β-homoalanine C(=O)(OCC1C2=CC=CC=C2C2=CC=CC=C12)N[C@H](CC=1C=NC=CC1)CC(=O)O